C(CCCCCCCCCCCCCCCCC)C(C(O)(CCCCCCCCCCCCCCCCCC)CCCCCCCCCCCCCCCCCC)(O)CO Tristearyl-Glycerine